(R)-(4-fluorophenyl)-oxirane FC1=CC=C(C=C1)[C@H]1OC1